C12CCC(CC1)N2CC(=O)C2=C(N(C(=C2C)CCCCS(=O)(=O)C)C2=CC=C(C#N)C=C2)C 4-(3-(2-(7-azabicyclo[2.2.1]heptan-7-yl)acetyl)-2,4-dimethyl-5-(4-(methylsulfonyl)butyl)-1H-pyrrol-1-yl)benzonitrile